Zirconium silicon phosphate P(=O)([O-])([O-])[O-].[Si+4].[Zr+4]